8-((3S,5R)-3,5-dimethylpiperazin-1-yl)-3,11-bis(4-fluorophenyl)-10-(trifluoromethyl)-3,4-dihydro-[1,4]thiazepino[2,3,4-ij]quinazolin-6(2H)-one C[C@H]1CN(C[C@H](N1)C)C1=NC(N2C3=C(C(=C(C=C13)C(F)(F)F)C1=CC=C(C=C1)F)SCC(C2)C2=CC=C(C=C2)F)=O